(2S,3R)-1-(2-chlorobenzoyl)-2-(4-(cyclopentylamino)phenyl)-N-(4-(hydroxymethyl)-3-(trifluoromethyl)phenyl)-1,2,3,4-tetrahydroquinoline-3-carboxamide ClC1=C(C(=O)N2[C@@H]([C@@H](CC3=CC=CC=C23)C(=O)NC2=CC(=C(C=C2)CO)C(F)(F)F)C2=CC=C(C=C2)NC2CCCC2)C=CC=C1